ClC=1C=C2C(=NC=NC2=CC1)N1N=C(N=C1N)NC1=CC=C(C=C1)OCCN1CCCC1 1-(6-chloroquinazolin-4-yl)-N3-(4-(2-(pyrrolidin-1-yl)ethoxy)phenyl)-1H-1,2,4-triazole-3,5-diamine